FC1=C(C=CC(=C1F)OC)C1=CN=C(N1C)C(=O)NC1=CC(=C(C=C1)C(NCCNC(=O)[C@@H]1NC[C@@](C1)(O)CC)=O)C 5-(2,3-Difluoro-4-methoxyphenyl)-N-[4-[2-[[(2R,4R)-4-ethyl-4-hydroxypyrrolidin-2-carbonyl]amino]ethylcarbamoyl]-3-methylphenyl]-1-methylimidazol-2-carboxamid